FC(C1(C(=C(C=CC1N)C(F)(F)F)C1=CC=CC=C1)N)(F)F 2,6-bis(trifluoromethyl)biphenyldiamine